ClC=1C(=CC2=C(C[C@](O2)(C2=C(C(=C(C(=C2[2H])[2H])[2H])[2H])[2H])[C@H]2N(CCC2)C(=O)OC(C)(C)C)C1B1OC(C(O1)(C)C)(C)C)F tert-Butyl (S)-2-((S)-5-chloro-6-fluoro-2-(phenyl-d5)-4-(4,4,5,5-tetramethyl-1,3,2-dioxaborolan-2-yl)-2,3-dihydrobenzofuran-2-yl)pyrrolidine-1-carboxylate